(1R,4R)-4-cyclopropylcyclohexane-1-carbaldehyde C1(CC1)C1CCC(CC1)C=O